N-[2-bromo-5-(methylamino)-4-pyridinyl]-5-(1-cyano-1-methyl-ethyl)-3-ethylsulfanyl-pyridine-2-carboxamide BrC1=NC=C(C(=C1)NC(=O)C1=NC=C(C=C1SCC)C(C)(C)C#N)NC